C(CCCCCCCCCCCCCCC)(=O)OCC Hexadecanoic acid, ethyl ester